O=C(CCC(=O)O)C1=NC=CC=C1 4-oxo-4-pyridin-2-ylbutyric acid